Cytidin-5'-monophosphat P(=O)(O)(O)OC[C@@H]1[C@H]([C@H]([C@@H](O1)N1C(=O)N=C(N)C=C1)O)O